2-(((1R)-1-(2-cyano-3-(((1-hydroxy-2,3-dihydro-1H-inden-1-yl)methyl)-(methyl)amino)-7-methylquinoxalin-5-yl)ethyl)amino)benzoic acid C(#N)C1=NC2=CC(=CC(=C2N=C1N(C)CC1(CCC2=CC=CC=C12)O)[C@@H](C)NC1=C(C(=O)O)C=CC=C1)C